FC(C(C(=O)N1CCOC2=C(C1)C=CC=C2F)(C)C)(C)F 3,3-difluoro-1-(9-fluoro-3,5-dihydro-2H-1,4-benzoxazepin-4-yl)-2,2-dimethyl-butan-1-one